N4-methylpyrimidine-2,4-diamine hydrochloride Cl.CNC1=NC(=NC=C1)N